C(C)(C)(C)C1=NC(=NO1)C(=O)NCC1=C(C=C(C=C1)C=1C=2N(N=CC1)C=C(C2)CCN2CCC(CC2)C2=CC=C(C=C2)NC2C(NC(CC2)=O)=O)C 5-tert-butyl-N-[[4-[6-[2-[4-[4-[(2,6-dioxo-3-piperidyl)amino]phenyl]-1-piperidyl]ethyl]pyrrolo[1,2-b]pyridazin-4-yl]-2-methyl-phenyl]methyl]-1,2,4-oxadiazole-3-carboxamide